(4-(4-hydroxy-3-isopropylbenzyl)-3,5-dimethylphenoxy)-N-methylacetamide OC1=C(C=C(CC2=C(C=C(OCC(=O)NC)C=C2C)C)C=C1)C(C)C